ClC1=C(N=CN1C)C1=C(C(=CC=C1)F)C=1N=C2N(C=CC(=C2)C(=O)OC)C1C#N Methyl 2-(2-(5-chloro-1-methyl-1H-imidazol-4-yl)-6-fluorophenyl)-3-cyanoimidazo[1,2-a]pyridine-7-carboxylate